C(C1=CC(=CC=C1)OC)=O m-Anisaldehyd